phenylcobalt C1(=CC=CC=C1)[Co]